(S)-tert-butyl (1-(5-(2-fluorophenyl)-1-((2-(trimethylsilyl)ethoxy)methyl)-1H-imidazol-2-yl)but-3-en-1-yl)carbamate FC1=C(C=CC=C1)C1=CN=C(N1COCC[Si](C)(C)C)[C@H](CC=C)NC(OC(C)(C)C)=O